CC1=NC=CC(=C1)B(O)O (2-methylpyridin-4-yl)boronic acid